C(C)(C)(C)OC(=O)N(C1=C2C(=NC(=N1)Cl)N(N=C2)CC=2C=CC(=C(C2)NS(=O)(=O)CCC(=O)OC)Br)C(=O)OC(C)(C)C methyl 3-(N-(5-((4-(bis(tert-butoxycarbonyl)amino)-6-chloro-1H-pyrazolo[3,4-d]pyrimidin-1-yl)methyl)-2-bromophenyl)aminosulfonyl)propanoate